C(C)OC(CCCN(C(=O)OC(C)(C)C)C1CCN(CC1)CC1=CC=CC=C1)=O 4-((1-Benzylpiperidin-4-yl)(tert-Butoxycarbonyl)amino)butanoic acid ethyl ester